(1-cyanocyclopropyl)-3-((6-(3-fluorophenyl)pyridazin-3-yl)amino)benzamide C(#N)C1(CC1)C1=C(C(=O)N)C=CC=C1NC=1N=NC(=CC1)C1=CC(=CC=C1)F